FC=1C=C(C=CC1)C(N1C[C@@H](N(C[C@@H]1C)C1=CC(N(C=2C=CC(=NC12)C#N)C)=O)C)C1=CC=CC=C1 |&1:13| 8-[(2S,SR)-4-[(3-fluorophenyl)(phenyl)methyl]-2,5-dimethylpiperazin-1-yl]-5-methyl-6-oxo-5,6-dihydro-1,5-naphthyridine-2-carbonitrile